[C@H]12CNC[C@@H]2C1CN1N=CC(=C1C)C=1C=C(C=2N(C1)N=CC2C#N)SC2=NC=CC=C2F 6-(1-(((1R,5S,6s)-3-azabicyclo[3.1.0]hexan-6-yl)methyl)-5-methyl-1H-pyrazol-4-yl)-4-((3-fluoropyridin-2-yl)thio)pyrazolo[1,5-a]pyridine-3-carbonitrile